C(C)(C)OCCOCCN1C(C2=CC=CC=C2C1=O)=O (2-(2-isopropoxyethoxy)ethyl)isoindoline-1,3-dione